(6RS)-7-(4-bromo-3-chloro-benzoyl)-2-[4-(cyclopropoxy)phenyl]-N-[(1S)-1-(2-fluorophenyl)ethyl]-6-methyl-3-oxo-6,8-dihydro-5H-imidazo[1,5-a]pyrazine-1-carboxamide BrC1=C(C=C(C(=O)N2CC=3N(C[C@H]2C)C(N(C3C(=O)N[C@@H](C)C3=C(C=CC=C3)F)C3=CC=C(C=C3)OC3CC3)=O)C=C1)Cl |&1:12|